O(C1=CC=CC=C1)C(=O)NCC1(CC(CC(C1)(C)C)NC([O-])=O)C 3-(phenoxycarbonylamino-methyl)-3,5,5-trimethylcyclohexylcarbamate